5-(1,1-difluoro-2-((1-hydroxy-2-methylpropan-2-yl)amino)-2-oxoethyl)-N-(4-fluoro-3-methylphenyl)-1,4-dimethyl-1H-pyrrole-3-carboxamide FC(C(=O)NC(CO)(C)C)(F)C1=C(C(=CN1C)C(=O)NC1=CC(=C(C=C1)F)C)C